pentaanimine (trifluoromethanesulfonate) osmium (III) [Os+3].FC(S(=O)(=O)[O-])(F)F.C(CCCC)=N.FC(S(=O)(=O)[O-])(F)F.FC(S(=O)(=O)[O-])(F)F